CC(C)(C)C=1C=C(C=C(C1O)C(C)(C)C)CCC(=O)O 3,5-bis(1,1-dimethylethyl)-4-hydroxybenzenepropanoic acid